C(C)(C)(C)OC(=O)N1C(=CC=C1)B(O)O {1-[(tert-butoxy)carbonyl]-1H-pyrrol-2-yl}boronic acid